2-(6-{[(2R,4S)-1,2-dimethylpiperidin-4-yl](methyl)amino}[1,3]thiazolo[4,5-c]pyridazin-3-yl)-5-(1H-pyrazol-4-yl)phenol trifluoroacetate FC(C(=O)O)(F)F.CN1[C@@H](C[C@H](CC1)N(C=1SC2=C(N=NC(=C2)C2=C(C=C(C=C2)C=2C=NNC2)O)N1)C)C